ClC1=CC2=C(C=N1)C(=NN2)C(=O)O 6-Chloro-1H-pyrazolo[4,3-c]pyridine-3-carboxylic acid